(S)-1-(2-(benzyloxy)ethyl)-2-chloro-4-methyl-5-(2-(trifluoromethyl)phenyl)-1H-pyrrole C(C1=CC=CC=C1)OCCN1C(=CC(=C1C1=C(C=CC=C1)C(F)(F)F)C)Cl